1-(5-((1,4-diazepan-1-yl)methyl)benzo[d]isoxazol-3-yl)dihydropyrimidine-2,4(1H,3H)-dione N1(CCNCCC1)CC=1C=CC2=C(C(=NO2)N2C(NC(CC2)=O)=O)C1